thiopyranon S1(CC=CC=C1)=O